N5-(1-(2-hydroxyethyl)-1H-pyrazol-4-yl)-N7-methyl-3-phenyl-2,3-dihydrobenzofuran-5,7-dicarboxamide OCCN1N=CC(=C1)NC(=O)C=1C=C(C2=C(C(CO2)C2=CC=CC=C2)C1)C(=O)NC